CC(C)C1CCC(C(C1)N)(C)N Menthandiamin